para-hydroxybenzoic acid isopentenyl ester C(CC(=C)C)OC(C1=CC=C(C=C1)O)=O